4-[2-(3-chlorophenyl)-2,8-diazaspiro[4.5]dec-8-yl]-7-[(2-methoxyethyl)(methyl)amino]1-methyl-2-oxo-1,2-dihydroquinoline-3-carbonitrile ClC=1C=C(C=CC1)N1CC2(CC1)CCN(CC2)C2=C(C(N(C1=CC(=CC=C21)N(C)CCOC)C)=O)C#N